5-chloro-2-{[(2-cyclohexyl-2-hydroxyethyl)amino]methyl}-7,8-dihydro-6H-spiro[[1,3]oxazolo[5,4-f]quinazoline-9,1'-cyclohexane]-7-one ClC=1C=C2C(=C3C1NC(NC31CCCCC1)=O)OC(=N2)CNCC(O)C2CCCCC2